COC(=O)C=1C=CC=2C3=C(NC2C1)C=C(N=C3NCCCCN3CCCC3)CC3=CC(=CC=C3)OC 3-(3-Methoxybenzyl)-1-((4-(pyrrolidin-1-yl)butyl)amino)-5H-pyrido[4,3-b]indole-7-carboxylic acid methyl ester